3-(1-(3-(5-((1-(2-chloroacetyl)piperidin-4-yl)methoxy)pyrimidin-2-yl)benzyl)-6-oxo-1,6-dihydropyridazin-3-yl)benzonitrile ClCC(=O)N1CCC(CC1)COC=1C=NC(=NC1)C=1C=C(CN2N=C(C=CC2=O)C=2C=C(C#N)C=CC2)C=CC1